tert-butyl 5-nitropyridin-2-yl(2,2,2-trifluoro-1-phenylethyl)carbamate [N+](=O)([O-])C=1C=CC(=NC1)N(C(OC(C)(C)C)=O)C(C(F)(F)F)C1=CC=CC=C1